[Al].[Mg].[Se] selenium-magnesium-aluminum